C(CCCCCCCC)C(C)O nonylethanol